3-(difluoromethyl)-9-methyl-3,4,7,15-tetraazatricyclo[12.3.1.02,6]Octadecan-1(18),2(6),4,14,16-pentaen-8-one trifluoroacetate salt FC(C(=O)O)(F)F.FC(N1C=2C=3C=CN=C(CCCCC(C(NC2C=N1)=O)C)C3)F